2-((3-((4-butylphenyl)difluoromethyl)-1,2,4-oxadiazol-5-yl)methyl)acrylic acid C(CCC)C1=CC=C(C=C1)C(C1=NOC(=N1)CC(C(=O)O)=C)(F)F